FC(CN[C@@H](CC=1C=C(N)C=CC1)C)(C)C (R)-3-(2-((2-fluoro-2-methylpropyl)amino)propyl)aniline